tert-butyl N-[(3R)-1-{5-cyano-6-[(4-methanesulfonylphenyl)amino]pyrazin-2-yl}piperidin-3-yl]carbamate C(#N)C=1N=CC(=NC1NC1=CC=C(C=C1)S(=O)(=O)C)N1C[C@@H](CCC1)NC(OC(C)(C)C)=O